(2R,6R)-4-(2-fluoro-6-((1,1,1-trifluoropropan-2-yl)oxy)benzyl)-1-isobutyryl-6-methyl-N-(4-(pyrimidin-2-yl)benzyl)piperazine-2-carboxamide FC1=C(CN2C[C@@H](N([C@@H](C2)C)C(C(C)C)=O)C(=O)NCC2=CC=C(C=C2)C2=NC=CC=N2)C(=CC=C1)OC(C(F)(F)F)C